N-γ-maleimidobutyryloxysulfosuccinimide C1(C=CC(N1CCCC(=O)ON1C(C(CC1=O)S(=O)(=O)O)=O)=O)=O